C1OCC12CCN(CC2)C[C@H]2CSC=1C(=C(C=C3C(=NC(N2C13)=O)N1C[C@@H](N[C@@H](C1)C)C)C(F)(F)F)C1=C(C=C(C=C1)F)F (3S)-3-(2-oxa-7-azaspiro[3.5]nonan-7-ylmethyl)-10-(2,4-difluorophenyl)-7-((3S,5R)-3,5-dimethylpiperazin-1-yl)-9-(trifluoromethyl)-2H-[1,4]thiazino[2,3,4-ij]quinazolin-5(3H)-one